C1N(CC12CCNCC2)C2=NC=NC=C2OC2=C(C(=O)N(C(C)C)C(C)C)C=C(C=C2)F 2-{[4-(2,7-diazaspiro[3.5]non-2-yl)pyrimidin-5-yl]oxy}-5-fluoro-N,N-di(propan-2-yl)benzamide